OC1=C2C=CC(OC2=CC=C1C=NC1=CC=C(C=C1)NS(=O)(=O)C1=CC=CC=C1)(C)C N-(4-(((5-hydroxy-2,2-dimethyl-2H-chromen-6-yl)methylene)amino)phenyl)benzenesulfonamide